F[C@@H]1[C@H](C1)C=1N=C2N(N=CC3=C2NC=C3)C1C(=O)N ((1R,2S)-2-fluorocyclopropyl)-9H-imidazo[1,2-b]pyrrolo[2,3-d]pyridazine-3-carboxamide